butyl-peroxycyclohexane C(CCC)OOC1CCCCC1